2-oxo-2-[[2-(2-trimethylsilylethoxymethyl)pyrazolo[3,4-c]pyridin-4-yl]amino]acetic acid O=C(C(=O)O)NC=1C=2C(C=NC1)=NN(C2)COCC[Si](C)(C)C